C(C)(=O)OC[C@@H]1O[C@@H](C[C@H](C1)N1N=NC(=C1)C1=CC(=C(C(=C1)F)F)F)C#N (2R,3R,4R,5R,6S)-2-(acetoxymethyl)-6-cyano-4-(4-(3,4,5-trifluorophenyl)-1H-1,2,3-triazol-1-yl)tetrahydro-2H-pyran